oxazinetrione C1C(=O)C(=O)C(=O)NO1